tert-butyl 2-(4-(5-(ethoxycarbonyl)pyrimidin-2-yl)piperazin-1-yl)-7,8-dihydropyrido[4,3-d]pyrimidine-6(5H)-carboxylate C(C)OC(=O)C=1C=NC(=NC1)N1CCN(CC1)C=1N=CC2=C(N1)CCN(C2)C(=O)OC(C)(C)C